1-oxo-N-(trimethylsilyl)methanimine O=C=N[Si](C)(C)C